1,3-bis[4-(4-aminophenyl)phenoxy]adamantane NC1=CC=C(C=C1)C1=CC=C(OC23CC4(CC(CC(C2)C4)C3)OC3=CC=C(C=C3)C3=CC=C(C=C3)N)C=C1